Cis-3a-methyl-5-((R)-1-phenylethyl)tetrahydropyrrolo[3,4-c]pyrrole-1,3(2H,3aH)-dione C[C@@]12[C@@H](CN(C1)[C@H](C)C1=CC=CC=C1)C(NC2=O)=O